2-((8-chloro-1-(2,6-dichloro-4-(2-hydroxy-2-methylpropoxy)phenyl)-2-methyl-4-oxo-1,4-dihydro-1,6-naphthyridin-5-yl)oxy)-N-methylacetamide ClC=1C=NC(=C2C(C=C(N(C12)C1=C(C=C(C=C1Cl)OCC(C)(C)O)Cl)C)=O)OCC(=O)NC